4-(dimethylphosphoryl)-N-(2-fluoro-4-iodophenyl)pyridin-3-amine CP(=O)(C)C1=C(C=NC=C1)NC1=C(C=C(C=C1)I)F